tert-butyl 2-(4-bromopyridin-2-yl)-4,6-dihydropyrrolo[3,4-d]imidazole-5(1H)-carboxylate BrC1=CC(=NC=C1)C1=NC2=C(N1)CN(C2)C(=O)OC(C)(C)C